3-[2-methyl-1-(4-methyltetrahydropyran-2-yl)propyl]sulfanyl-1-(2,6,6-trimethylcyclohex-3-en-1-yl)butan-1-one CC(C(C1OCCC(C1)C)SC(CC(=O)C1C(C=CCC1(C)C)C)C)C